COC1=CC=C(C=N1)C1=CN(C2=NC=C(C=C21)C2=CC=C(CN1CC(CCC1)(O)C)C=C2)S(=O)(=O)C2=CC=C(C)C=C2 1-(4-(3-(6-methoxypyridin-3-yl)-1-tosyl-1H-pyrrolo[2,3-b]pyridin-5-yl)benzyl)-3-methylpiperidin-3-ol